3-chloro-1-(1-methyl-1H-pyrazol-4-yl)-5-(1H-pyrazol-3-yl)pyrido[3,4-b]pyrazin-2(1H)-one ClC=1C(N(C2=C(N1)C(=NC=C2)C2=NNC=C2)C=2C=NN(C2)C)=O